ClC1=NC(=NC=C1)NC=1C=NN(C1)C 4-chloro-N-(1-methyl-1H-pyrazol-4-yl)pyrimidin-2-amine